C1(=CC=CC=2C3=CC=CC=C3NC12)C1=CC=C2C=CC3=CC=CC4=CC=C1C2=C34 carbazolylpyrene